C1(CC1)C=1C=C(OC=2C(=CN=NC2)C2=NOC[C@H](N2)CC2=C(C=C(C=C2)Cl)Cl)C=CC1 |r| (5RS)-3-[5-(3-cyclopropylphenoxy)pyridazin-4-yl]-5-(2,4-dichlorobenzyl)-5,6-dihydro-4H-1,2,4-oxadiazine